N-(4-(cis-bicyclo[3.1.0]hexan-3-yloxy)-3-cyanophenyl)-2-(3-methoxy-3-methylazetidin-1-yl)-5-(2,2,2-trifluoroethyl)oxazole-4-carboxamide C12CC(CC2C1)OC1=C(C=C(C=C1)NC(=O)C=1N=C(OC1CC(F)(F)F)N1CC(C1)(C)OC)C#N